C(C)OC(C(CC(=O)OCC)NCCC[Si](OCC)(OCC)OCC)=O N-(3-triethoxysilyl-propyl)aminosuccinic acid diethylester